ClC1=C(C=CC=C1C(F)(F)F)CC(=O)NC1=CC(=NC=C1)N(C(C)=O)C1=CC=C(C=C1)F N-(4-{2-[2-chloro-3-(trifluoromethyl)phenyl]acetamido}pyridin-2-yl)-N-(4-fluorophenyl)acetamide